C(C)C1=CC=2C(=C(N=NC2N[C@H]2CN(CCC2)C)C2=C(C=C(C=C2)C(F)(F)F)O)N=C1 (R)-2-(3-ethyl-5-((1-methylpiperidin-3-yl)amino)pyridino[2,3-d]pyridazin-8-yl)-5-(trifluoromethyl)phenol